3,3-dimethyl-3,4-dihydro-2H-thieno[3,4-b][1,4]dioxepin CC1(COC=2C(OC1)=CSC2)C